6-chloro-3-((1-(3,6-dimethyl-2-(1-methyl-1H-pyrazol-4-yl)-4-oxo-4H-chromen-8-yl)ethyl)amino)picolinic acid ClC1=CC=C(C(=N1)C(=O)O)NC(C)C=1C=C(C=C2C(C(=C(OC12)C=1C=NN(C1)C)C)=O)C